Tert-butyl (1R,5S)-3-(2-(((R)-1-((benzyloxy)methyl)-2,2-difluorocyclopropyl)methoxy)-8-chloropyrido[4',3':4,5]thieno[2,3-d]pyrimidin-4-yl)-3,8-diazabicyclo[3.2.1]octane-8-carboxylate C(C1=CC=CC=C1)OC[C@@]1(C(C1)(F)F)COC=1N=C(C2=C(N1)SC1=C2C=CN=C1Cl)N1C[C@H]2CC[C@@H](C1)N2C(=O)OC(C)(C)C